4-(bromomethyl)-3-fluoro-2-(2,2,2-trifluoroethoxy)pyridine BrCC1=C(C(=NC=C1)OCC(F)(F)F)F